FC=1C=CC=C(C1)C1=C(C=CC=C1)C(CO)C 5-fluoro-2'-(1-hydroxypropan-2-yl)-[1,1'-biphenyl]